BrC=1C=CC2=C(N(C=N2)C(F)F)C1 6-bromo-1-(difluoromethyl)-1H-benzo[d]imidazole